pyridin-2-yl-(p-tolyl)methanol N1=C(C=CC=C1)C(O)C1=CC=C(C=C1)C